ClC=1C(=CC2=C(N=C(O2)CCCC2=CC(=NO2)C(=O)OCC)C1)Cl ethyl 5-(3-(5,6-dichlorobenzo[d]oxazol-2-yl)propyl)isoxazole-3-carboxylate